BrC1=C(C=C(C=C1)S(=O)(=O)N1CCC2(CC(CO2)NC[C@@H](COC=2C=C(C=CC2)S(=O)(=O)N(C)C)O)CC1)C 3-((2S)-3-(8-(4-bromo-3-methylphenylsulfonyl)-1-oxa-8-azaspiro[4.5]dec-3-ylamino)-2-hydroxypropoxy)-N,N-dimethylbenzenesulfonamide